pyrrole-5-amine N1C=CC=C1N